Cl.COC1=CC=C(C=C1)[C@H]1[C@@H](CCNCC1)COC1=CC=C2CNC(C2=C1)=O |r| (±)-6-{((trans)-5-(4-methoxyphenyl)azepan-4-yl)methoxy}-2,3-dihydro-1H-isoindol-1-one Hydrochloride